1-(4-((6-((4S,5S)-4-(3,4-dihydroisoquinolin-2(1H)-yl)-5-hydroxyazepane-1-carbonyl)pyrimidin-4-yl)amino)piperidin-1-yl)ethan-1-one C1N(CCC2=CC=CC=C12)[C@H]1CCN(CC[C@@H]1O)C(=O)C1=CC(=NC=N1)NC1CCN(CC1)C(C)=O